(benzylcarbamothioyl)carbamate C(C1=CC=CC=C1)NC(=S)NC([O-])=O